N-((2-(cyclopropanesulfonamido)thiazol-4-yl)methyl)-N-methyl-4-(6-(trifluoromethyl)pyrazin-2-yl)benzamide C1(CC1)S(=O)(=O)NC=1SC=C(N1)CN(C(C1=CC=C(C=C1)C1=NC(=CN=C1)C(F)(F)F)=O)C